tert-butyl 3-(5-hydroxy-7-oxo-8H-1,8-naphthyridin-2-yl)piperidine-1-carboxylate OC=1C=2C=CC(=NC2NC(C1)=O)C1CN(CCC1)C(=O)OC(C)(C)C